ClC=1C(=C(C#N)C=C(C1)C=1OC(=NN1)O)OCCCl 3-chloro-2-(2-chloroethoxy)-5-(5-hydroxy-1,3,4-oxadiazol-2-yl)benzonitrile